4-(dimethylamino)benzoic acid (2-ethylhexyl) ester C(C)C(COC(C1=CC=C(C=C1)N(C)C)=O)CCCC